3,5-dinitro-4-methylbenzoic acid [N+](=O)([O-])C=1C=C(C(=O)O)C=C(C1C)[N+](=O)[O-]